C(C)(C)(C)C1=CC(=C(C=C1O)CC(=O)NC1=CC=C(S1)C(=O)O)F 5-[[2-(4-tert-butyl-2-fluoro-5-hydroxy-phenyl)acetyl]amino]thiophene-2-carboxylic acid